icosyl p-hydroxybenzoate OC1=CC=C(C(=O)OCCCCCCCCCCCCCCCCCCCC)C=C1